2,6-dimethoxy-N-(5-methyl-6-(3-(4-propynylpiperazin-1-yl)phenyl)benzo[d]isoxazol-3-yl)benzenesulfonamide COC1=C(C(=CC=C1)OC)S(=O)(=O)NC1=NOC2=C1C=C(C(=C2)C2=CC(=CC=C2)N2CCN(CC2)C#CC)C